[Cl-].[C@@H]1([C@H](O)[C@H](O)[C@H](O1)CO)N1CC(C(=O)N)=CC=C1 1-(β-D-Ribofuranosyl)nicotinamide chloride